phospho-Ibuprofen CC(C)CC1=CC=C(C=C1)C(C)(C(=O)O)P(=O)=O